7-bromo-5-fluorobenzo[b]thiophene-2-carboxylic acid ethyl ester C(C)OC(=O)C1=CC2=C(S1)C(=CC(=C2)F)Br